N-(5-(((2R,5'S)-5'-Methyl-5-(trifluoromethyl)-3H-spiro[furo[2,3-c]pyridine-2,3'-pyrrolidin]-1'-yl)methyl)thiazol-2-yl)acetamide C[C@H]1C[C@@]2(CN1CC1=CN=C(S1)NC(C)=O)CC=1C(=CN=C(C1)C(F)(F)F)O2